tert-butyl(2-(4-methyl-3-((1-(naphthalen-1-yl)cyclopropyl)carbamoyl)phenoxy)ethyl)carbamate C(C)(C)(C)OC(NCCOC1=CC(=C(C=C1)C)C(NC1(CC1)C1=CC=CC2=CC=CC=C12)=O)=O